1-methyl-4-phenyl-N6-(pyridin-2-yl)-2,7-naphthyridine-1,6-diamine CC1(NC=C(C2=CC(=NC=C12)NC1=NC=CC=C1)C1=CC=CC=C1)N